C(C1=CC=CC=C1)(=O)C1=CC=C(C=C1)SC1=CC=C(C=C1)C(C(C)(S(=O)(=O)C1=CC=C(C)C=C1)C)=O 1-[4-(4-benzoyl-phenylsulfanyl)-phenyl]-2-methyl-2-(toluene-4-sulfonyl)-propan-1-one